3-(2-(azidomethyl)-5-cyclopropylpyrazolo[1,5-a]pyridin-7-yl)-2,2-dimethylpropanoic acid N(=[N+]=[N-])CC1=NN2C(C=C(C=C2CC(C(=O)O)(C)C)C2CC2)=C1